Cl.CC1CNCCC1(C)C 3,4,4-trimethylPiperidine hydrochloride